(2R,3R,4R,5R)-2-(6-benzamido-9H-purin-9-yl)-4-((tert-butyldimethylsilyl)oxy)-5-(hydroxymethyl)tetrahydrofuran C(C1=CC=CC=C1)(=O)NC1=C2N=CN(C2=NC=N1)[C@@H]1O[C@@H]([C@@H](C1)O[Si](C)(C)C(C)(C)C)CO